OC(C([2H])([2H])NC(OC(C)(C)C)=O)([2H])[2H] tert-butyl (2-hydroxyethyl-1,1,2,2-d4)carbamate